5-chloro-N-(2-cyano-3-(7-fluoro-3-(1H-imidazol-2-yl)-1H-indazol-6-yl)phenyl)-2-methoxypyridine-3-sulfonamide ClC=1C=C(C(=NC1)OC)S(=O)(=O)NC1=C(C(=CC=C1)C1=CC=C2C(=NNC2=C1F)C=1NC=CN1)C#N